OC1=C(C=C(C=C1)/C=C/C(=O)C1=CC=C(C=C1)N1CCOCC1)[N+](=O)[O-] (E)-3-(4-Hydroxy-3-nitrophenyl)-1-(4-morpholin-4-ylphenyl)prop-2-en-1-one